CC1=CC=2N(N=C1N1CC=3C=C(C=NC3CC1)NC1=CC=NC=C1)C(C=CN2)=O 8-methyl-7-(3-(pyridin-4-ylamino)-7,8-dihydro-1,6-naphthyridin-6(5H)-yl)-4H-pyrimido[1,2-b]pyridazin-4-one